oxalyl-bis(benzylidenehydrazine) C(C(=O)NN=CC1=CC=CC=C1)(=O)NN=CC1=CC=CC=C1